7-[(3aS,4R,6R,6aR)-6-(3,5-Dimethoxyphenyl)-2,2-dimethyl-tetrahydro-3aH-cyclopenta[d][1,3]dioxol-4-yl]-2-chloropyrrolo[2,3-d]pyrimidin-4-amine COC=1C=C(C=C(C1)OC)[C@H]1C[C@H]([C@H]2[C@@H]1OC(O2)(C)C)N2C=CC1=C2N=C(N=C1N)Cl